FC1=C(C=CC=C1C(F)(F)F)C1N(OCC1)C1=CC(=NC=N1)NC=1C=CC=NC1OC 5-((6-(3-(2-fluoro-3-(trifluoromethyl)phenyl)isoxazolidin-2-yl)pyrimidin-4-yl)amino)-6-methoxypyridin